CC1(C2=C(C(C=3C4=CC=CC=C4NC13)=O)C=CC(=C2)OC[C@H]([C@@H](CO)O)O)C 6,6-Dimethyl-8-((2R,3R)-2,3,4-trihydroxy-butoxy)-5,6-dihydro-benzo[b]carbazol-11-one